N1=C(C=CC=C1)C=1C=C2C[C@@H](CC2=CC1)C(=O)N1CC2(C3=CC=C(C=C13)S(=O)(=O)N)CC2 (R)-1'-(5-(pyridin-2-yl)-2,3-dihydro-1H-indene-2-carbonyl)spiro[cyclopropane-1,3'-indoline]-6'-sulfonamide